N1[C@@H](CCCC1)C1(CNC1)O 3-[(2S)-piperidin-2-yl]Azetidin-3-ol